N,N,5-trimethylpiperazine-2-carboxamide hydrochloride Cl.CN(C(=O)C1NCC(NC1)C)C